FC([C@@H](OC)C1=C2C(=NC=C1NC1=CC=C(C=C1)[C@@H](C(F)(F)F)N(C(=O)C1CCS(CC1)(=O)=O)C)SC(=N2)C)F N-{(1S)-1-[4-({7-[(1S)-2,2-difluoro-1-methoxyethyl]-2-methyl[1,3]thiazolo[5,4-b]pyridin-6-yl}amino)phenyl]-2,2,2-trifluoroethyl}-N-methyl-1,1-dioxo-1λ6-thiane-4-carboxamide